1-Methyl-3-pyridiniumcarboxylate C[N+]1=CC=CC(=C1)C(=O)[O-]